2-(3-phenylureido)benzoic acid C1(=CC=CC=C1)NC(NC1=C(C(=O)O)C=CC=C1)=O